C(CCCCCCCCCCCCCCCCCCCCCCCC)O pentacosyl alcohol